OCC1CCN(CC1)C(C=C)=O 1-(4-(hydroxymethyl)piperidin-1-yl)prop-2-en-1-one